2-(6-azaspiro[2.5]octan-6-yl)benzamide tert-butyl-(6'R)-2-(3-methoxytetrahydrofuran-3-yl)-4,6'-dimethyl-3',6'-dihydro-[3,4'-bipyridine]-1'(2'H)-carboxylate C(C)(C)(C)OC(=O)N1CCC(=C[C@H]1C)C=1C(=NC=CC1C)C1(COCC1)OC.C1CC12CCN(CC2)C2=C(C(=O)N)C=CC=C2